2-[(α-D-glucopyranosyl)oxy]ethyl-(acetamide) [C@H]1([C@H](O)[C@@H](O)[C@H](O)[C@H](O1)CO)OCCCC(=O)N